FC1=CC=C(C=C1)C1=NOC(=C1)N 3-(4-fluorophenyl)-5-aminoisoxazole